(1-(2-cyclohexylethyl)-1H-pyrazol-4-yl)methylamine hydrochloride Cl.C1(CCCCC1)CCN1N=CC(=C1)CN